2-piperazin-1-ylethanamine N1(CCNCC1)CCN